[4-[(1E,6E)-7-[4-[(3R)-3-hydroxybutanoyl]oxy-3-methoxy-phenyl]-3,5-dioxo-hepta-1,6-dienyl]-2-methoxy-phenyl] (3R)-3-hydroxybutanoate O[C@@H](CC(=O)OC1=C(C=C(C=C1)\C=C\C(CC(\C=C\C1=CC(=C(C=C1)OC(C[C@@H](C)O)=O)OC)=O)=O)OC)C